O[C@@]1(CC[C@@H]2[C@H]3CC[C@]4(C(C3CCC2C1)[C@H]1[C@@H]([C@@H]4C(CN4N=NN=C4C)=O)CCC1)C)C 1-((2R,4aS,4bR,6aS,7S,7aS,8aR,8bR,8cR,10aR)-2-hydroxy-2,6a-dimethyloctadecahydrocyclopenta[4,5]cyclopenta[1,2-a]phenanthren-7-yl)-2-(5-methyl-1H-tetrazol-1-yl)ethan-1-one